(3S,5S)-5-[2-[bis[(2,4-dimethoxyphenyl)methyl]amino]pyrimidin-5-yl]tetrahydrofuran-3-ol COC1=C(C=CC(=C1)OC)CN(C1=NC=C(C=N1)[C@@H]1C[C@@H](CO1)O)CC1=C(C=C(C=C1)OC)OC